3,4-dinitrofurazane oxide [N+](=O)([O-])C1=[N+](ON=C1[N+](=O)[O-])[O-]